3,4-dihydro-isoquinolin C1=NCCC2=CC=CC=C12